(1-Phenyl-3-azabicyclo[3.1.0]hexan-3-yl)(5-(2,4,5-trifluoro-3-hydroxyphenyl)-1,2,4-oxadiazol-3-yl)methanone C1(=CC=CC=C1)C12CN(CC2C1)C(=O)C1=NOC(=N1)C1=C(C(=C(C(=C1)F)F)O)F